CCCCCCCCCCCCCCCCCCCCCC(=O)CC(=O)SCCNC(=O)CCNC(=O)[C@@H](C(C)(C)COP(=O)(O)OP(=O)(O)OC[C@@H]1[C@H]([C@H]([C@@H](O1)N2C=NC3=C(N=CN=C32)N)O)OP(=O)(O)O)O The molecule is a 3-oxo-fatty acyl-CoA that results from the formal condensation of the thiol group of coenzyme A with the carboxy group of 3-oxotetracosanoic acid. It has a role as a human metabolite and a Saccharomyces cerevisiae metabolite. It is a 3-oxo-fatty acyl-CoA and a very long-chain fatty acyl-CoA. It derives from a 3-oxotetracosanoic acid. It is a conjugate acid of a 3-oxotetracosanoyl-CoA(4-).